FC1(CC1)C(=O)N[C@H](C(=O)N1[C@@H](C[C@H](C1)O)C(=O)N[C@@H](CC(=O)O)C1=CC=CC=C1)C(C)(C)C (3S)-3-{[(2S,4R)-1-[(2S)-2-[(1-fluorocyclopropyl)formamido]-3,3-dimethylbutanoyl]-4-hydroxypyrrolidin-2-yl]formamido}-3-phenylpropanoic acid